4-[4-fluoro-2-(2,2,2-trifluoroethoxy)phenyl]-2-{6-[(oxan-4-yl)oxy]pyridin-3-yl}-2,3-dihydro-1H-pyrrolo[3,4-c]pyridin-1-one FC1=CC(=C(C=C1)C1=NC=CC2=C1CN(C2=O)C=2C=NC(=CC2)OC2CCOCC2)OCC(F)(F)F